(S)-(3-aminopyrrolidin-1-yl)(3-methyl-5-(1-methyl-1,2,3,4-tetrahydroquinolin-7-yl)thiophen-2-yl)methanone N[C@@H]1CN(CC1)C(=O)C=1SC(=CC1C)C1=CC=C2CCCN(C2=C1)C